tert-Butyl (R)-2-(5-chloro-2-formylphenyl)azepane-1-carboxylate (R)-2-(5-chloro-2-formylphenyl)-2,3,4,7-tetrahydro-1H-azepine-1-carboxylate ClC=1C=CC(=C(C1)[C@@H]1N(CC=CCC1)C(=O)O)C=O.ClC=1C=CC(=C(C1)[C@@H]1N(CCCCC1)C(=O)OC(C)(C)C)C=O